methyl (S,E)-(7-amino-1-((1-((7-(cyclopropylmethoxy)-1H-benzo[d]imidazol-2-yl)methyl)-2-oxo-1,2-dihydropyridin-3-yl)amino)-1,7-dioxohept-5-en-2-yl)carbamate NC(/C=C/CC[C@@H](C(=O)NC=1C(N(C=CC1)CC1=NC2=C(N1)C(=CC=C2)OCC2CC2)=O)NC(OC)=O)=O